tert-butyl(2-((1-ethyl-2-oxo-1,2-dihydropyridin-4-yl)amino)-2-oxoethyl)(methyl)carbamate C(C)(C)(C)OC(N(C)CC(=O)NC1=CC(N(C=C1)CC)=O)=O